1-[7-(1,2,3,6-tetrahydropyridin-4-yl)imidazo[1,2-a]pyridin-3-yl]-1,3-diazine-2,4-dione N1CCC(=CC1)C1=CC=2N(C=C1)C(=CN2)N2C(NC(C=C2)=O)=O